methyl 2-chloro-6-(5-(trifluoromethyl)thiazol-2-yl)isonicotinate ClC=1C=C(C(=O)OC)C=C(N1)C=1SC(=CN1)C(F)(F)F